ClCCSC1=NN=C(S1)NC(C1=C(C=CC=C1)C(F)(F)F)=O N-(5-((2-chloroethyl)thio)-1,3,4-thiadiazol-2-yl)-2-(trifluoromethyl)benzamide